3-methylsulfonyloxy-8-azabicyclo[3.2.1]octan-8-carboxylic acid tert-butyl ester C(C)(C)(C)OC(=O)N1C2CC(CC1CC2)OS(=O)(=O)C